ClC=1C(=NC(=NC1)N[C@@H]1CC[C@H](CC1)OC)C=1C=C2C(=NC1)CN(C2=O)CC(=O)N[C@H](CO)C2=CC(=CC=C2)C 2-[3-(5-chloro-2-{[trans-4-methoxycyclohexyl]amino}pyrimidin-4-yl)-5-oxo-5H,6H,7H-pyrrolo[3,4-b]pyridin-6-yl]-N-[(1S)-2-hydroxy-1-(3-methylphenyl)ethyl]acetamide